VINYL-N-PROPYL-PYRROLIDINE C(=C)C1N(CCC1)CCC